8-Bromo-5-fluoroquinolin-2(1H)-one BrC=1C=CC(=C2C=CC(NC12)=O)F